C(C)(C)(C)OC(=O)\N=C/1\N(C(CC(N1)(CC)CC)=O)[C@@H]([C@H]1[C@@H](C1)C(=O)O)C=1C=NC=CC1 (1R,2R)-2-((S)-((E)-2-((tert-butoxycarbonyl)imino)-4,4-diethyl-6-oxotetrahydropyrimidin-1(2H)-yl)(pyridin-3-yl)methyl)cyclopropanecarboxylic acid